(3,5-di-tert-butyl-4-hydroxyphenyl)propionic acid methyl ester COC(C(C)C1=CC(=C(C(=C1)C(C)(C)C)O)C(C)(C)C)=O